COC(CNC=1C(=CC2=C(C[C@@H](CS2)NC(=O)OC(C)(C)C)C1F)OCOCCOC)=O ({(3S)-3-[(tert-Butoxycarbonyl)amino]-5-fluoro-7-[(2-methoxyethoxy)methoxy]-3,4-dihydro-2H-1-benzothiopyran-6-yl}amino)acetic acid methyl ester